C(C)(C)[C@H]1CO[C@@]23CCN(C[C@H]3CCC(N21)=O)S(=O)(=O)CCCC2=CC=C(C=C2)C(F)(F)F (3S,7aR,11aR)-3-isopropyl-9-[3-[4-(trifluoromethyl)phenyl]propylsulfonyl]-2,3,6,7,7a,8,10,11-octahydrooxazolo[2,3-j][1,6]naphthyridin-5-one